N1N=NC2=C1C=CC(=C2)OC=2C=NN(C2)C(=O)OC(C)(C)C tert-butyl 4-(1H-1,2,3-benzotriazol-5-yloxy)pyrazole-1-carboxylate